[Si](C1=CC=CC=C1)(C1=CC=CC=C1)(C(C)(C)C)O[C@@H]1C[C@H]([C@@H](O[C@H]1C)O[C@H](C)CC\C=C\C(=O)OCC)OC(C1=CC=CC=C1)=O benzoic acid (2R,3R,5R,6s)-5-((tert-butyldiphenylsilyl) oxy)-2-(((R,E)-7-ethoxy-7-oxohept-5-en-2-yl) oxy)-6-methyltetrahydro-2H-pyran-3-yl ester